[Si](C)(C)(C(C)(C)C)OC[C@@H](C(=O)NC)OC1=C2C(C=C(N(C2=C(C=N1)Cl)C1=C(C=C(C=C1Cl)OCCO)Cl)C)=O (S)-3-((tert-butyldimethylsilyl)oxy)-2-((8-chloro-1-(2,6-dichloro-4-(2-hydroxyethoxy)phenyl)-2-methyl-4-oxo-1,4-dihydro-1,6-naphthyridin-5-yl)oxy)-N-methyl-propanamide